argon (S)-(1,4-dioxan-2-yl)methyl 4-methylbenzenesulfonate CC1=CC=C(C=C1)S(=O)(=O)OC[C@H]1OCCOC1.[Ar]